4-(N-(8'-(3-hydroxyazetidin-1-yl)-4'H-spiro[cyclopropane-1,5'-naphtho[2,1-d]isoxazol]-3'-yl)sulfamoyl)-3-methoxy-N-methylbenzamide OC1CN(C1)C1=CC=C2C3(CC=4C(=NOC4C2=C1)NS(=O)(=O)C1=C(C=C(C(=O)NC)C=C1)OC)CC3